2-(2-fluoro-4-(methylcarbamoyl)phenyl)-N-(3-(piperidin-1-yl)propyl)imidazo[2',1':2,3]thiazolo[4,5-c]pyridine-7-carboxamide FC1=C(C=CC(=C1)C(NC)=O)C=1N=C2SC3=C(C=NC(=C3)C(=O)NCCCN3CCCCC3)N2C1